CC=1C=C(C(=O)O)C=CC1C(N[C@H](C)C1=CC(=NC2=CC=CC=C12)C=1C=NN(C1)C)=O (R)-3-methyl-4-((1-(2-(1-methyl-1H-pyrazol-4-yl)quinolin-4-yl)ethyl)-carbamoyl)benzoic acid